CN(C=CC(C(=O)OCC)=O)C ethyl 4-(dimethylamino)-2-oxo-but-3-enoate